4-(7-fluoroimidazo[1,2-a]pyridin-3-yl)-7-((6-(hydroxymeth-yl)-5-(tetrahydrofuran-3-yl)pyridin-2-yl)amino)isoindolin-1-one FC1=CC=2N(C=C1)C(=CN2)C2=C1CNC(C1=C(C=C2)NC2=NC(=C(C=C2)C2COCC2)CO)=O